FC1=CC(=C2C=CN(C2=C1)S(=O)(=O)C)C=1C=CC=2NC(C=3N(C2N1)C(=NN3)C)(C)C 2-(6-fluoro-1-(methylsulfonyl)-1H-indol-4-yl)-6,6,9-trimethyl-5,6-dihydropyrido[3,2-e][1,2,4]triazolo[4,3-a]pyrazine